C(C)(C)(C)C=1C=C(C=CC1O)C(CCC(C1=CC(=C(C=C1)O)C(C)(C)C)C1=CC(=C(C=C1)O)C(C)(C)C)C1=CC(=C(C=C1)O)C(C)(C)C 1,1,4,4-tetrakis(3-t-butyl-4-hydroxyphenyl)butane